NC1=C(OC2C3C4=C(C2CC3)C=C(C=C4)OC4=C(C=CC=C4)N)C=CC=C1 3,6-bis(2-amino-phenoxy)benzonorbornene